NC1=NNC2=CC=C(C=C12)C1=CC(=NC=C1)NC(CC1=CC=C(C=C1)C(F)(F)F)=O N-(4-(3-amino-1H-indazol-5-yl)pyridin-2-yl)-2-(4-(trifluoromethyl)phenyl)acetamide